(1R,5S) or (1S,5R)-3-(8-cyanoquinolin-5-yl)-N-(9-Methyl-3-oxa-9-azabicyclo[3.3.1]nonan-7-yl)-5-(trifluoromethyl)-3-azabicyclo[3.1.0]hexane-1-Carboxamide C(#N)C=1C=CC(=C2C=CC=NC12)N1C[C@]2(C[C@]2(C1)C(F)(F)F)C(=O)NC1CC2COCC(C1)N2C |o1:14,16|